6-(1-methylpyrazol-3-yl)-4-morpholino-2-[4-[3-(trideuteriomethyl)phenyl]pyrazol-1-yl]furo[3,2-d]pyrimidine CN1N=C(C=C1)C1=CC=2N=C(N=C(C2O1)N1CCOCC1)N1N=CC(=C1)C1=CC(=CC=C1)C([2H])([2H])[2H]